N-[(2S,3R)-2-[(2,2'-difluoro[1,1'-biphenyl]-3-yl)methyl]-4,4-difluoro-1-(2-methylpropanoyl)pyrrolidin-3-yl]ethanesulfonamide FC1=C(C=CC=C1C[C@@H]1N(CC([C@@H]1NS(=O)(=O)CC)(F)F)C(C(C)C)=O)C1=C(C=CC=C1)F